iron-boron-yttrium [Y].[B].[Fe]